OCC12CN(CC(CC1)N2S(=O)(=O)C2=CC=C(C=C2)[N+](=O)[O-])C(=O)OCC2=CC=CC=C2 Benzyl 1-(hydroxymethyl)-8-((4-nitrophenyl)sulfonyl)-3,8-diazabicyclo[3.2.1]octane-3-carboxylate